5-cyclopropyl-2-methoxy-4-(4-(4-methylpiperazine-1-yl)piperidin-1-yl)aniline C1(CC1)C=1C(=CC(=C(N)C1)OC)N1CCC(CC1)N1CCN(CC1)C